CCC(/C(/C(=O)OCC=1C=C(C=CC1)CO)=C/C=1C2=C(SC1)C(=CC=C2)C#N)=O m-benzenedimethanol Methyl-(Z)-2-((7-cyanobenzo[b]thiophen-3-yl)methylene)-3-oxobutanoate